(3-amino-5-(4-bromophenyl)-1H-pyrazol-1-yl)(3,4,5-trimethoxyphenyl)methanone NC1=NN(C(=C1)C1=CC=C(C=C1)Br)C(=O)C1=CC(=C(C(=C1)OC)OC)OC